(±)-2-((2-Chloro-4-(trans-4-(3-chlorophenyl)-2,3-dimethylpiperazine-1-carbonyl)phenyl)sulfinyl)propanoic acid ClC1=C(C=CC(=C1)C(=O)N1[C@H]([C@@H](N(CC1)C1=CC(=CC=C1)Cl)C)C)S(=O)C(C(=O)O)C